3-BROMO-4-[(3-BROMOTHIOPHEN-2-YL)METHOXY]BENZALDEHYDE BrC=1C=C(C=O)C=CC1OCC=1SC=CC1Br